[(trimethylsilyl)oxy]sodium C[Si](O[Na])(C)C